4-(4-(6-(((1S,2S,3R,5R)-2-fluoro-1,5-dimethyl-8-azabicyclo[3.2.1]octan-3-yl)oxy)pyridazin-3-yl)-3-hydroxyphenyl)-1-methyl-1,3,5-triazin-2(1H)-one F[C@H]1[C@@]2(CC[C@](C[C@H]1OC1=CC=C(N=N1)C1=C(C=C(C=C1)C1=NC(N(C=N1)C)=O)O)(N2)C)C